C(#N)CC1CCC(CC1)NC(=O)C=1N=C(C=C2C1NN=C2)N2C=NC=C2 N-((1r,4r)-4-(cyanomethyl)cyclohexyl)-5-(1H-imidazol-1-yl)-1H-pyrazolo[3,4-c]pyridine-7-carboxamide